6-[4-(5-formylpyridin-2-yl)phenyl]-8-(methylamino)imidazo[1,2-b]pyridazine-3-carboxamide C(=O)C=1C=CC(=NC1)C1=CC=C(C=C1)C=1C=C(C=2N(N1)C(=CN2)C(=O)N)NC